C1(CCCCC1)C=1C=C(COCCCCCCN2C[C@@H]([C@H]([C@@H]([C@H](C2)O)O)O)O)C=CC1 (3S,4R,5R,6S)-1-{6-[(3-cyclohexylbenzyl)oxy]hexyl}-3,4,5,6-azepanetetrol